FC(C1=CC2=C(N=C(N=C2)S(=O)(=O)C)N(C1=O)C(C)C)F 6-(difluoromethyl)-8-isopropyl-2-methylsulfonyl-pyrido[2,3-d]Pyrimidin-7-one